C(CCC)N(CC(C)N)CCCC N,N-dibutyl-propylenediamine